N-(2,4-difluorobenzyl)-2,5,7,9-tetrahydro-1,6-methanopyrido[1,2-b][1,2,5]triazonine-10-carboxamide FC1=C(CNC(=O)C=2CC=C3N(N4CC=CCN(C3)C4)C2)C=CC(=C1)F